CN(CCC=1C=C(C(N(C1)C(C(=O)N[C@@H](CC(=O)OCC)C=1C=C(C=C(C1F)C)C1=C(C=CC=C1C)C)CC(C)C)=O)F)C (3S)-ethyl 3-(2-(5-(2-(dimethylamino)ethyl)-3-fluoro-2-oxopyridin-1(2H)-yl)-4-methylpentanamido)-3-(4-fluoro-2',5,6'-trimethylbiphenyl-3-yl)propanoate